C(N)(=N)C=1C=C(SC1)CNC(=O)[C@@H]1[C@@H](C[C@H](C1)OC)C(CNC(C1=CC=C(C=C1)OC1=CC=CC=C1)=O)=O N-(2-((1R,2S,4R)-2-(((4-carbamimidoylthiophen-2-yl)methyl)carbamoyl)-4-methoxycyclopentyl)-2-oxoethyl)-4-phenoxybenzamide